FC(C1=CC=C(C=C1)N1N=CC(=C1)CN1C=C(C2=C1N=CN=C2N)C=2C(=NC=CC2)OC)F 7-({1-[4-(difluoromethyl)phenyl]-1H-pyrazol-4-yl}methyl)-5-(2-methoxypyridin-3-yl)-7H-pyrrolo[2,3-d]pyrimidin-4-amine